C(C1=CC=CC=C1)NC=1C=2N(N=C(C1)N[C@@H]1CC[C@H](CC1)O)C(=NN2)C(C)C |r| racemic-trans-4-[[8-(benzylamino)-3-isopropyl-[1,2,4]triazolo[4,3-b]pyridazin-6-yl]amino]cyclohexanol